C(C)(C)(C)OC(=O)N1CCC(=CC1)C1=C(C=C(C(=O)NC2=CC(=C(C=C2)N2CCN(CC2)C(=O)OC(C)(C)C)C)C=C1)F tert-butyl 4-(4-(4-(1-(tert-butoxycarbonyl)-1,2,3,6-tetrahydropyridin-4-yl)-3-fluorobenzamido)-2-methylphenyl)piperazine-1-carboxylate